2-(6-(((1S,3S)-3-Aminocyclopentyl)amino)pyridin-3-yl)-3-oxo-2,3-dihydropyridazine-4-carbonitrile N[C@@H]1C[C@H](CC1)NC1=CC=C(C=N1)N1N=CC=C(C1=O)C#N